(1S,3R,4S)-N-[(1R)-1-cyano-2-[(3S)-2-oxo-3-piperidyl]ethyl]-2-[(2S)-3-cyclopropyl-2-[(2,2,2-trifluoroacetyl)amino]propanoyl]-5,5-difluoro-2-azabicyclo[2.2.2]octane-3-carboxamide C(#N)[C@@H](C[C@H]1C(NCCC1)=O)NC(=O)[C@@H]1N([C@@H]2CC([C@H]1CC2)(F)F)C([C@H](CC2CC2)NC(C(F)(F)F)=O)=O